COC(CCCCC\C=C\B1OC(C(O1)(C)C)(C)C)=O.C(=C)C1=CC=C(C=C1)P(C1=CC=C(C=C1)C=C)C1=CC=C(C=C1)C=C tri(p-vinylphenyl)phosphine methyl-(E)-8-(4,4,5,5-tetramethyl-1,3,2-dioxaborolan-2-yl)oct-7-enoate